C(C)OC1=NC(=NC(=C1)C)C1=CC(=C(C(=C1)F)N1CC(CC1)CC(=O)O)F 1-[4-(4-ethoxy-6-methyl-pyrimidin-2-yl)-2,6-difluoro-phenyl]-pyrrolidin-3-yl-Acetic acid